BrC=1N=C2SC3=C(N2C1)C=CC(=C3)C(=O)NC3CCOCC3 2-bromo-N-(tetrahydro-2H-pyran-4-yl)benzo[d]imidazo[2,1-b]thiazole-7-carboxamide